2-(3-oxo-2-phenyl-2,3-dihydropyridazin-4-yl)acetic acid O=C1N(N=CC=C1CC(=O)O)C1=CC=CC=C1